1-(3-chloro-4-methylphenyl)-3-((2-(2,6-dioxopiperidin-3-yl)-4-methoxy-1-oxoisoindolin-5-yl)methyl)urea ClC=1C=C(C=CC1C)NC(=O)NCC=1C(=C2CN(C(C2=CC1)=O)C1C(NC(CC1)=O)=O)OC